NC1=C2C(=NC=N1)N(N=C2C2=CC=C(C=C2)OC2=CC=CC=C2)C2CCC(CC2)CN2[C@H]1CN([C@@H](C2)C1)C=1C=C2C(N(C(C2=CC1)=O)C1C(NC(CC1)=O)=O)=O 5-((1R,4R)-5-((4-(4-amino-3-(4-phenoxyphenyl)-1H-pyrazolo[3,4-d]pyrimidin-1-yl)cyclohexyl)methyl)-2,5-diazabicyclo[2.2.1]heptan-2-yl)-2-(2,6-dioxopiperidin-3-yl)isoindoline-1,3-dione